N'-hydroxy-8-methyl-4-oxo-2-(trifluoromethyl)-4H-pyrido[1,2-a]pyrimidine-3-carboximidamide ON=C(N)C1=C(N=C2N(C1=O)C=CC(=C2)C)C(F)(F)F